(2-methoxy-4-(trifluoromethoxy)phenyl)boronic acid COC1=C(C=CC(=C1)OC(F)(F)F)B(O)O